Tert-butyl (5-(1,3-dioxoisoindolin-2-yl)pentyl)carbamate O=C1N(C(C2=CC=CC=C12)=O)CCCCCNC(OC(C)(C)C)=O